C(C)C=1NC(=CN1)C1=CC=2C(N(C=C(C2O1)C1=C(C=CC(=C1)C(C)(C)O)OC1=C(C=C(C=C1C)F)C)C)=O 2-(2-Ethyl-1H-imidazol-5-yl)-7-(2-(4-fluoro-2,6-dimethylphenoxy)-5-(2-hydroxypropane-2-yl)phenyl)-5-methylfuro[3,2-c]pyridin-4(5H)-one